4-(4-cyclopropoxyphenyl)-5-isobutylthiazol-2-amine C1(CC1)OC1=CC=C(C=C1)C=1N=C(SC1CC(C)C)N